ClC=1C=C(C(=O)N2CCC3=CC(=CC=C23)[C@@H](C)NC(C2=CC(=CC=C2)Cl)=O)C=CC1 (R)-N-(1-(1-(3-chlorobenzoyl)-2,3-dihydro-1H-indol-5-yl)ethyl)-3-chlorobenzamide